(2R,4S)-4-(4-amino-3-iodo-1H-pyrazolo[4,3-c]pyridin-1-yl)-2-(methoxymethyl)pyrrolidine-1-carboxylic acid tert-butyl ester C(C)(C)(C)OC(=O)N1[C@H](C[C@@H](C1)N1N=C(C=2C(=NC=CC21)N)I)COC